C1(=CC=C(C=C1)C1=CCC=2C(N=C(N2)OC=2C=CC(=C(C(=O)O)C2)C)=C1)C1=CC=CC=C1 5-((6-([1,1'-biphenyl]-4-yl)-4H-benzo[d]imidazol-2-yl)oxy)-2-methylbenzoic acid